C(C(=C)C)(=O)OCCP(=O)=C(O)C[N+](C)(C)C 2-methacryloyl-Oxyethyl-phosphorylcholine